sodium pyridinethiol N1=C(C=CC=C1)S.[Na]